COC1=CC=C(C=C1)CC(CC1=CC=C(C=C1)OC)(S)S 1,3-di(p-methoxyphenyl)propane-2,2-dithiol